gold nickel iron zirconium [Zr].[Fe].[Ni].[Au]